C1(=C(C=CC=C1)P(C1=C(C=CC=C1)C)C1=C(C=CC=C1)C)C tris-(ortho-tolyl)phosphine